OC1=C(C(=CC(=C1)C)C1=CC=C(C=C1)C(F)(F)F)C(=O)OC methyl 3-hydroxy-5-methyl-4'-(trifluoromethyl)-[1,1'-biphenyl]-2-carboxylate